CN1C=C(C=CC1=O)S(=O)(=O)N[C@H](C(F)(F)F)C1=CC=C(C=C1)F (S)-1-methyl-6-oxo-N-(2,2,2-trifluoro-1-(4-fluorophenyl)ethyl)-1,6-dihydropyridine-3-sulfonamide